(R)-methyl 2-amino-6,6,6-trifluorohexanoate TFA salt OC(=O)C(F)(F)F.N[C@@H](C(=O)OC)CCCC(F)(F)F